N'2,N'6-Bis(pyridin-4-ylmethylene)pyridine-2,6-dicarbohydrazide N1=CC=C(C=C1)C=NNC(=O)C1=NC(=CC=C1)C(=O)NN=CC1=CC=NC=C1